2-((5-cyclopropylpyrimidin-2-yl)amino)-4-(((R)-2-methoxypropyl)(4-(5,6,7,8-tetrahydro-1,8-naphthyridin-2-yl)butyl)amino)butanoic acid C1(CC1)C=1C=NC(=NC1)NC(C(=O)O)CCN(CCCCC1=NC=2NCCCC2C=C1)C[C@@H](C)OC